(S)-6-(1-amino-1,3-dihydrospiro[indene-2,4'-piperidin]-1'-yl)-3-(1-(2-cyclopropoxypyridin-4-yl)cyclopropyl)-1,5-dihydro-4H-pyrazolo[3,4-d]pyrimidin-4-one N[C@@H]1C2=CC=CC=C2CC12CCN(CC2)C=2NC(C1=C(N2)NN=C1C1(CC1)C1=CC(=NC=C1)OC1CC1)=O